6-(1-(1-((4-aminophenyl)sulfonyl)piperidin-4-yl)-1H-pyrazol-4-yl)-4-methoxypyrazolo[1,5-a]pyridine-3-carbonitrile NC1=CC=C(C=C1)S(=O)(=O)N1CCC(CC1)N1N=CC(=C1)C=1C=C(C=2N(C1)N=CC2C#N)OC